CC1=CC=CC=2N=C(OC21)[C@H]2N(CCC1=C2N=CN1)C(=O)C1=CN=CO1 (S)-(4-(7-methylbenzo[d]oxazol-2-yl)-6,7-dihydro-1H-imidazo[4,5-c]pyridin-5(4H)-yl)(oxazol-5-yl)methanone